(S*)-1-(7-fluoro-11H-dibenzo[b,e][1,4]dioxepin-11-yl)-N-methylmethanamine FC1=CC2=C(O[C@@H](C3=C(O2)C=CC=C3)CNC)C=C1 |o1:6|